NC(C)(CC)C1=CC(=NC(=C1)C1=CC=C(C=C1)F)OC1[C@@H]2CN(C[C@H]12)C(=O)C=1C(=NN(C1)C1=NC=CC=N1)C ((1R,5S,6s)-6-((4-(2-aminobutan-2-yl)-6-(4-fluorophenyl)pyridin-2-yl)oxy)-3-azabicyclo[3.1.0]hexan-3-yl)(3-methyl-1-(pyrimidin-2-yl)-1H-pyrazol-4-yl)methanone